chloro-4''-hydroxy-3-(2-hydroxypropan-2-yl)-5',6''-dimethyl-2H,2''H-[1,2':4',1''-terpyridin]-2,2''-dione ClC1=C(C(N(C=C1)C1=NC=C(C(=C1)N1C(C=C(C=C1C)O)=O)C)=O)C(C)(C)O